(E)-2-epi-beta-caryophyllene C/C/1=C\CCC(=C)[C@@H]2CC([C@@H]2CC1)(C)C